4-METHYL-1H-INDAZOLE-5-BORONIC ACID CC1=C2C=NNC2=CC=C1B(O)O